4-bromo-2-(bromomethyl)-5-iodobenzoic acid methyl ester COC(C1=C(C=C(C(=C1)I)Br)CBr)=O